N-(4-Cyanobenzyl)-1-cyclopropyl-6-((1-(cyclopropylsulfonyl)cyclopropyl)methyl)-7-oxo-4,5,6,7-tetrahydro-1H-pyrazolo[3,4-c]pyridine-3-carboxamide C(#N)C1=CC=C(CNC(=O)C2=NN(C=3C(N(CCC32)CC3(CC3)S(=O)(=O)C3CC3)=O)C3CC3)C=C1